N=1B(C=CC1)N [1,2]azaborol-2-amine